N-((3,3-difluorocyclobutyl)methyl)-5-(2-((tetrahydro-2H-pyran-4-yl)amino)-7H-pyrrolo[2,3-d]pyrimidin-5-yl)pyrazolo[1,5-a]pyridine-3-carboxamide FC1(CC(C1)CNC(=O)C=1C=NN2C1C=C(C=C2)C2=CNC=1N=C(N=CC12)NC1CCOCC1)F